CC(C)(C)[S@](=O)/N=C/CCC1CCOCC1 (S,E)-2-methyl-N-(3-(tetrahydro-2H-pyran-4-yl)propylidene)propane-2-sulfinamide